(4-(((1r,3s,5R,7S)-3-hydroxyadamantan-1-yl)amino)-2-((4-(4-methylpiperazin-1-yl)phenyl)amino)-7H-pyrrolo[2,3-d]pyrimidin-5-yl)methanone 2,2,4-trimethylpentylperoxy-2-ethyl-hexanoate CC(COOC(C(=O)O)(CCCC)CC)(CC(C)C)C.OC12CC3(C[C@H](C[C@@H](C1)C3)C2)NC=2C3=C(N=C(N2)NC2=CC=C(C=C2)N2CCN(CC2)C)NC=C3C=O